ONC(=O)C(CC(=O)O)(CCCC)C(NO)=O 3,3-bis-hydroxycarbamoyl-heptanoic acid